NC1=CC(=NN1C1CCCC1)Br 5-amino-3-bromo-1-cyclopentyl-1H-pyrazole